(S)-N-((R)-(3-chloro-4-fluorophenyl)(5-chloro-6-(trifluoromethyl)-pyridin-2-yl)-methyl)-5-oxopyrrolidine-3-carboxamide ClC=1C=C(C=CC1F)[C@@H](NC(=O)[C@@H]1CNC(C1)=O)C1=NC(=C(C=C1)Cl)C(F)(F)F